(S)-4-((2-(dimethylamino)butyl)amino)-2-methylphthalazin-1(2H)-one CN([C@H](CNC1=NN(C(C2=CC=CC=C12)=O)C)CC)C